C(CCCCCCC)[N+](=CCCCCCCC)[O-] N-octyl-α-heptylnitrone